2,3-dihydrooxazolopyridine N1COC2=C1C=CC=N2